C1(=CC=CC=C1)C1C(NC(CC1)=O)=O 3-phenylpiperidine-2,6-dione